4-(tert-butyl)-N-(4-(tert-butyl)phenyl)-N-(2-(4,4,5,5-tetramethyl-1,3,2-dioxaborolan-2-yl)ethyl)aniline C(C)(C)(C)C1=CC=C(N(CCB2OC(C(O2)(C)C)(C)C)C2=CC=C(C=C2)C(C)(C)C)C=C1